(4aR,10aR)-6-(methoxymethoxy)-1-propyl-2H,3H,4H,4aH,5H,10H,10aH-benzo[g]quinolin-7-ol COCOC1=C(C=CC2=C1C[C@H]1CCCN([C@@H]1C2)CCC)O